FC=1C=C(C=NC1)[C@@H]1N(CCC1)C1=NC=2N(C=C1)N=CC2C(=O)N[C@H]2[C@@H](CCCC2)O 5-((R)-2-(5-fluoropyridin-3-yl)pyrrolidin-1-yl)-N-((1R,2R)-2-hydroxycyclohexyl)pyrazolo[1,5-a]pyrimidine-3-carboxamide